(5-(5-(2-isobutyramidobenzo[d]thiazol-7-yl)-2-methoxyphenyl)furan-2-yl)phosphonic acid C(C(C)C)(=O)NC=1SC2=C(N1)C=CC=C2C=2C=CC(=C(C2)C2=CC=C(O2)P(O)(O)=O)OC